[Al].[Si] silicon aluminum